OC1CCC(CC1)N(CCCCCCCCCC(=O)N(CCCCCCCCCC)CCCCCCCCCC)CCCCCCCCCC(=O)N(CCCCCCCCCC)CCCCCCCCCC 10,10'-((4-hydroxy-cyclohexyl)azane-diyl)bis(N,N-didec-yldecanamide)